BrC1=CC=C(C2=C1C=C(O2)C)C(=O)NC=2C=C(C=1N(C2)C=C(N1)C)F 4-bromo-N-[8-fluoro-2-methylimidazo[1,2-a]pyridin-6-yl]-2-methyl-1-benzofuran-7-carboxamide